tert-butyl (5-(3-(morpholine-4-carbonyl)phenyl)-7-(trifluoromethyl)benzofuran-2-yl)methylcarbamate N1(CCOCC1)C(=O)C=1C=C(C=CC1)C=1C=C(C2=C(C=C(O2)CNC(OC(C)(C)C)=O)C1)C(F)(F)F